C1(CCCCC1)(C(=O)Br)C(=O)Br cyclohexanedicarbonyl bromide